(S)-2-(3-bromophenyl)-7-chloro-5-(trifluoromethyl)-2,3-dihydrobenzofuran BrC=1C=C(C=CC1)[C@H]1OC2=C(C1)C=C(C=C2Cl)C(F)(F)F